O1[SiH2]O[SiH2]O[SiH2]O[SiH2]O[SiH2]O[SiH2]O[SiH2]1 cycloheptsiloxane